6-(4-methylbenzyl)-8-(morpholin-4-yl)-3-(propan-2-yl)pyrido[2,3-d][1,2,4]triazolo[4,3-b]pyridazine CC1=CC=C(CC=2C3=C(C=4N(N2)C(=NN4)C(C)C)N=CC(=C3)N3CCOCC3)C=C1